Cl[P@@](=O)(OC1=CC=CC=C1)N[C@@H](C)C(=O)OCC ETHYL ((S)-CHLORO(PHENOXY)-PHOSPHORYL)-L-ALANINATE